CC1=CC=C(C=C1)N1N=C(C=C1NC(=O)NC1=CC=C(C2=CC=CC=C12)OCCN1CCOCC1)C(C)(C)C 1-[2-(4-methylphenyl)-5-tert-butyl-pyrazol-3-yl]-3-[4-(2-morpholin-4-ylethoxy)naphthalen-1-yl]urea